NC=1C(=C(C=C2C=C(N=CC12)NC(=O)[C@H]1[C@@H](C1)C#N)N1C(OC[C@H]1C)=O)F |r| (±)-trans-N-(8-amino-7-fluoro-6-((R)-4-methyl-2-oxooxazolidin-3-yl)isoquinolin-3-yl)-2-cyanocyclopropanecarboxamide